ClC1=C(C(=C(OC2CCN(CC2)C(=O)N2C[C@@H]3[C@@H](OCC(N3)=O)CC2)C=C1)F)C1=CC=C(C=C1)Cl (4aR,8aS)-6-[4-[4-Chloro-3-(4-chlorophenyl)-2-fluorophenoxy]piperidin-1-carbonyl]-4,4a,5,7,8,8a-hexahydropyrido[4,3-b][1,4]oxazin-3-on